FC1(CCC=2N(C1)N=C(C2C2=C1C(=NC(=C2)C)NN=C1)C1=NC=C(C=C1)F)F 4-(6,6-difluoro-2-(5-fluoropyridin-2-yl)-4,5,6,7-tetrahydropyrazolo[1,5-a]pyridin-3-yl)-6-methyl-1H-pyrazolo[3,4-b]pyridine